ClC=1C=C2C(=NC1)N(N=C2OC(F)F)CC2=CC=C(C=C2)OC 5-chloro-3-(difluoromethoxy)-1-[(4-methoxyphenyl)methyl]pyrazolo[3,4-b]pyridine